OC(C(=O)C1=CC=C(C=C1)C(C)C)(C)C 2-hydroxy-2-methyl-1-(4-isopropylphenyl)-1-propanone